ClC1=NC=C(C(=N1)NCC1=C(C(=CC=C1)OC)F)C(=O)N 2-chloro-4-[[2-fluoro-3-methyloxybenzyl]amino]pyrimidin-5-carboxamide